FC=1C=C2C=C(NC2=CC1)C(=O)N1CCC(CC1)CCCCNC(=O)C1=CC=2C(=CN=CC2)S1 N-(4-{1-[(5-fluoro-1H-indol-2-yl)carbonyl]piperidin-4-yl}butyl)thieno[2,3-c]pyridine-2-carboxamide